3-((3-(2-(dipropylamino)ethyl)-1H-indol-4-yl)oxy)-3-oxopropanoic acid C(CC)N(CCC1=CNC2=CC=CC(=C12)OC(CC(=O)O)=O)CCC